monoglyme C(OC)COC